C1(=CC=CC=C1)C1(CC1)C=1NC(C2=C(N1)CCNC2)=O 2-(1-Phenylcyclopropyl)-5,6,7,8-tetrahydropyrido[4,3-d]pyrimidin-4(3H)-one